C(C=CC(=O)[O-])(=O)OCC monoethyl 1,4-butene-dioate